3-(6-(4-bromophenyl)-4-chloro-5-cyanopyridin-2-yl)piperidine-1-carboxylic acid benzyl ester C(C1=CC=CC=C1)OC(=O)N1CC(CCC1)C1=NC(=C(C(=C1)Cl)C#N)C1=CC=C(C=C1)Br